C(=O)C=1C=C2C=CC(=NC2=CC1)C1(COC1)N(S(=O)C(C)(C)C)C N-[3-(6-formyl-2-quinolinyl)oxetan-3-yl]-N,2-dimethyl-propane-2-sulfinamide